dipentyl-ethyl-phosphine oxide C(CCCC)P(CC)(CCCCC)=O